4-(6-{1-[(tert-butoxy)carbonyl]-1H-pyrrol-2-yl}pyridin-3-yl)-1-[2-cyano-4-(trifluoromethyl)phenyl]piperidine-4-carboxylic acid C(C)(C)(C)OC(=O)N1C(=CC=C1)C1=CC=C(C=N1)C1(CCN(CC1)C1=C(C=C(C=C1)C(F)(F)F)C#N)C(=O)O